NCC=1C=CC(=C(C1)NS(=O)(=O)C1=CSC=C1)C1=NNC=C1 N-(5-(aminomethyl)-2-(1H-pyrazol-3-yl)phenyl)thiophene-3-sulfonamide